OCC=1N=C(OC1)C1=CC(=C(C=N1)C#N)C 6-(4-(hydroxymethyl)oxazol-2-yl)-4-methylpyridine-3-carbonitrile